C(C)(C)[N-]C(C)C.[Li+] lithium di-isopropylamide